(R)-(7-amino-3-(trifluoromethyl)-6,7-dihydro-5H-cyclopenta[c]pyridin-7-yl)methanol N[C@@]1(CCC2=C1C=NC(=C2)C(F)(F)F)CO